4-(6-cyclopropyl-2-{2-[(2-methoxyethylamino)methyl]-7-oxo-1,6-dihydro-1,4,6-triaza-6-indenyl}-4-pyridyl)-3-(5-methyl-1,3-oxazol-4-yl)benzonitrile C1(CC1)C1=CC(=CC(=N1)N1C=NC=2C=C(NC2C1=O)CNCCOC)C1=C(C=C(C#N)C=C1)C=1N=COC1C